C1(CC1)C([C@@H](C(=O)NC1=C(C=C(C=C1)[C@@H](C(=O)N(CC(F)(F)F)CCNC(OC(C)(C)C)=O)C)F)NC(=O)C1=CC=NN1C(C)C)C1CC1 tert-butyl (2-((S)-2-(4-((S)-3,3-dicyclopropyl-2-(1-isopropyl-1H-pyrazole-5-carboxamido)propanamido)-3-fluorophenyl)-N-(2,2,2-trifluoroethyl)propanamido)ethyl)carbamate